2-(4-methylpiperazin-1-yl)-1-(4-(5-(trifluoromethyl)-1,2,4-oxadiazol-3-yl)phenyl)ethan-1-one CN1CCN(CC1)CC(=O)C1=CC=C(C=C1)C1=NOC(=N1)C(F)(F)F